hexaphenoxycyclotriphosphazene potassium [K].O(C1=CC=CC=C1)P1(=NP(=NP(=N1)(OC1=CC=CC=C1)OC1=CC=CC=C1)(OC1=CC=CC=C1)OC1=CC=CC=C1)OC1=CC=CC=C1